C(C)(C)(C)[Si](C)(C)Cl tert.butyl-dimethyl-silyl chloride